BrC1=CC(=C(O[Si](C)(C)C(C)(C)C)C=C1)C (4-bromo-2-methyl-phenoxy)-tert-butyl-dimethyl-silane